6-methyl-5-(7-(methylamino)-1,6-naphthyridin-3-yl)pyridin-amide CC1=C(C=CC(=N1)C(=O)N)C=1C=NC2=CC(=NC=C2C1)NC